FC=1C=CC2=C(NC(=N2)N2C=NC3=C2C=C(C=C3)OC)C1 6'-fluoro-6-methoxy-1'H-1,2'-bibenzo[d]imidazole